ClC=1C=C2CC(CC2=CC1)NC=1N=CC2=C(N1)CN(C2=O)C2(COC2)C 2-((5-chloro-2,3-dihydro-1H-inden-2-yl)amino)-6-(3-methyloxetan-3-yl)-6,7-dihydro-5H-pyrrolo[3,4-d]pyrimidin-5-one